1-(3,3-difluoropropyl)-N-((5-phenyl-1,3,4-thiadiazol-2-yl)methyl)-1H-1,2,3-triazole-4-carboxamide FC(CCN1N=NC(=C1)C(=O)NCC=1SC(=NN1)C1=CC=CC=C1)F